4-chloro-N-[(1S)-1-[[(1S)-1-cyano-2-[(3S)-2-oxo-3-piperidyl]ethyl]carbamoyl]-3,3-dimethyl-butyl]-1H-indole-2-carboxamide ClC1=C2C=C(NC2=CC=C1)C(=O)N[C@@H](CC(C)(C)C)C(N[C@@H](C[C@H]1C(NCCC1)=O)C#N)=O